((5-(5-(4-methoxyphenyl)-4H-1,2,4-triazol-3-yl)-2-methylphenyl)sulfonyl)morpholine COC1=CC=C(C=C1)C=1NC(=NN1)C=1C=CC(=C(C1)S(=O)(=O)N1CCOCC1)C